C(C1=CC=CC=C1)C1=CNC(C2=CN=CC=C12)=O 4-benzyl-1,2-dihydro-2,7-naphthyridin-1-one